acetonitrile maleate C(\C=C/C(=O)O)(=O)O.C(C)#N